4-(5-(4-(2-oxopyrrolidin-1-yl)phenyl)pyridin-3-yl)-1H-pyrrolo[2,3-b]pyridine-2-carboxylic acid ethyl ester C(C)OC(=O)C1=CC=2C(=NC=CC2C=2C=NC=C(C2)C2=CC=C(C=C2)N2C(CCC2)=O)N1